O[C@@H]1C[C@H](N(C1)C([C@H](C(C)(C)C)NC(CCCCCCCCCCCCCC(=O)O)=O)=O)C(N[C@@H](C)C1=CC=C(C=C1)C1=C(N=CS1)C)=O 15-(((S)-1-((2S,4R)-4-hydroxy-2-(((S)-1-(4-(4-methylthiazol-5-yl)phenyl)ethyl)carbamoyl)pyrrolidin-1-yl)-3,3-dimethyl-1-oxobutan-2-yl)amino)-15-oxopentadecanoic acid